BrC=1C=C(C=C2CCC/C(/C12)=N\OC)OCOC (E)-8-bromo-N-methoxy-6-(methoxymethoxy)tetralin-1-imine